C(C)O[Si](C1=COC=C1)(OCC)OCC 3-(triethoxysilyl)furan